CC(CO)O 2,3-propanediol